Cl.N[C@@H](C)C1=NC(=NO1)N(C)CC1=CC=CC=C1 5-[(1S)-1-aminoethyl]-N-benzyl-N-methyl-1,2,4-oxadiazol-3-amine hydrochloride